COC[C@@H]1CC[C@]2(CCCN12)CO ((3S,7aR)-3-(methoxymethyl)hexahydro-1H-pyrrolizin-7a-yl)methanol